Cl.COC(C[C@H]1C=2N(C3=C(C(=N1)C1=CC=C(C=C1)N1CCC(CC1)OC1=CC=C(C(=O)O)C=C1)C(=C(S3)C)C)C(=NN2)C)=O 4-[(1-{4-[(6S)-6-(2-methoxy-2-oxoethyl)-2,3,9-trimethyl-6H-thieno[3,2-f][1,2,4]triazolo[4,3-a][1,4]diazepin-4-yl]phenyl}piperidin-4-yl)oxy]benzoic acid hydrochloride